1-Butyl-3-ethylpyrrolidinium cyanid tert-butyl-(S)-1-amino-15-(tert-butoxycarbonyl)-9,17-dioxo-3,6-dioxa-10,16-diazatetratriacontan-34-oate C(C)(C)(C)OC(CCCCCCCCCCCCCCCCC(N[C@@H](CCCCNC(CCOCCOCCN)=O)C(=O)OC(C)(C)C)=O)=O.[C-]#N.C(CCC)[NH+]1CC(CC1)CC